3-ethyl-5-iodo-1-methyl-1H-pyrazole C(C)C1=NN(C(=C1)I)C